2-cyclohexyl-5-styryl-1,3-benzenediol C1(CCCCC1)C1=C(C=C(C=C1O)C=CC1=CC=CC=C1)O